6-((1-(11-(4-(2,6-dioxopiperidin-3-yl)phenoxy)undec-yl)piperidin-4-yl)amino)pyrimidine-4-carboxamide O=C1NC(CCC1C1=CC=C(OCCCCCCCCCCCN2CCC(CC2)NC2=CC(=NC=N2)C(=O)N)C=C1)=O